2-chloro-N-({4-[1-methyl-4-(trifluoromethyl)imidazol-2-yl]phenyl}methyl)-5-nitropyrimidin-4-amine ClC1=NC=C(C(=N1)NCC1=CC=C(C=C1)C=1N(C=C(N1)C(F)(F)F)C)[N+](=O)[O-]